BrC1=NN(C(=C1)C(=O)NC1=C(C=C(C=C1C(NC)=O)Cl)C)C1=C(C=C(C=C1)OC(F)(F)F)F 3-bromo-N-(4-chloro-2-methyl-6-(methylcarbamoyl)phenyl)-1-(2-fluoro-4-(trifluoromethoxy)phenyl)-1H-pyrazole-5-carboxamide